(2R,3R,4S,5R,6R)-6-((1-cyclohexyl-1H-1,2,3-triazol-4-yl)methyl)-2-(hydroxymethyl)-5-methoxy-4-(4-(3,4,5-trifluorophenyl)-1H-1,2,3-triazol-1-yl)tetrahydro-2H-pyran-3-ol C1(CCCCC1)N1N=NC(=C1)C[C@@H]1[C@@H]([C@H]([C@H]([C@H](O1)CO)O)N1N=NC(=C1)C1=CC(=C(C(=C1)F)F)F)OC